(+)-trans-Ethyl-2-ethyl-2-{[6-({2-[(fluoromethoxy)methyl]cyclopropyl}methoxy)-5-(3-methoxyazetidin-1-yl)pyridin-2-carbonyl]amino}butanoat C(C)OC(C(CC)(NC(=O)C1=NC(=C(C=C1)N1CC(C1)OC)OC[C@H]1[C@@H](C1)COCF)CC)=O